2-(2-methoxyethoxy)-N-methylethan-1-amine COCCOCCNC